C(C)N1C=CC(C2=CC(=C(N=C12)N1CCN(CC1)C)F)=O 1-ethyl-6-fluoro-7-(4-methylpiperazin-1-yl)-[1,8]Naphthyridin-4(1H)-one